[K].C1CCC2=C(C=3CCCC3C=C12)NC(=O)NS(=O)(=O)CC1CN(CC1)C1COC1 N-((1,2,3,5,6,7-Hexahydro-s-indacen-4-yl)carbamoyl)-1-(1-(oxetan-3-yl)pyrrolidin-3-yl)methanesulfonamide, Potassium Salt